C1(CC1)CN1C[C@@H](CCC1)N1C(NC2=C1C=C(C(=C2)C=2C=C(C=1N(C2)N=CN1)OC)C(C)C)=O (R)-1-(1-(Cyclopropylmethyl)piperidin-3-yl)-6-isopropyl-5-(8-methoxy-[1,2,4]triazolo[1,5-a]pyridin-6-yl)-1,3-dihydro-2H-benzo[d]imidazol-2-on